FC1=CC(=C(C=C1)CC1C(CCC1=O)=O)OC 2-[(4-fluoro-2-methoxy-phenyl)methyl]cyclopentane-1,3-dione